CN(CCN(C=1C(=CC(=CC1)NC=1N=C(C2=C(N1)NC=C2)C2=CN(C1=CC=CC=C21)C)N)CC)C N1-(2-(dimethylamino)ethyl)-N1-ethyl-N4-(4-(1-methyl-1H-indol-3-yl)-7H-pyrrolo[2,3-d]pyrimidin-2-yl)benzene-1,2,4-triamine